[C@H]1(C[C@H](C1)C(=O)O)C(=O)O TRANS-CYCLOBUTANE-1,3-DICARBOXYLIC ACID